(2R)-2-[2-[4-chloro-2-[2-methyl-5-[(3R)-oxolan-3-yl]pyrazol-3-yl]oxyphenyl]pyrimidin-5-yl]-2-fluoroethanamine ClC1=CC(=C(C=C1)C1=NC=C(C=N1)[C@H](CN)F)OC=1N(N=C(C1)[C@@H]1COCC1)C